NCCOCC1(CC1)S(=O)(=O)C1(CC1)CN1C(C2=C(CC1)C(=NN2C)C(=O)NCC2=CC=C(C=C2)Cl)=O 6-((1-((1-((2-Aminoethoxy)methyl)cyclopropyl)sulfonyl)cyclopropyl)methyl)-N-(4-chlorobenzyl)-1-methyl-7-oxo-4,5,6,7-tetrahydro-1H-pyrazolo[3,4-c]pyridine-3-carboxamide